N-(2-methacryloyl-oxyethyl)-2-pyrrolidone C(C(=C)C)(=O)OCCN1C(CCC1)=O